Z-7-dodecenol C(CCCCC\C=C/CCCC)O